(3-(2-amino-3-methoxypyridin-4-yl)-1-methyl-1H-pyrazol-5-yl)dicyclohexylphosphine oxide NC1=NC=CC(=C1OC)C1=NN(C(=C1)P(C1CCCCC1)(C1CCCCC1)=O)C